O(C1=CC=CC=C1)C1=CC=C(C=C1)N1N=C2N(CCNC2=C1C(=O)N)C1CCNCC1 2-(4-Phenoxyphenyl)-7-(piperidin-4-yl)-4,5,6,7-tetrahydro-2H-pyrazolo[3,4-b]pyrazine-3-carboxamide